C(#C)C1(CC1)N1C=C2C(N=C(N=C2)C)=CC1=O 6-(1-ethynylcyclopropyl)-2-methylpyrido[4,3-d]pyrimidin-7(6H)-one